N-{8-chloro-9-methoxy-1H,2H,4H,5H-oxepino[4,5-b]quinolin-11-yl}-1-methylpiperidin-4-amine ClC=1C(=CC=2C(=C3C(=NC2C1)CCOCC3)NC3CCN(CC3)C)OC